6-Fluoro-7a-(hydroxymethyl)hexahydro-3H-pyrrolizin-3-one FC1CN2C(CCC2(C1)CO)=O